1,5-dimethylcycloocta-1,5-diene CC1=CCCC(=CCC1)C